N1=C(C=CC=C1)SSCCC(=O)N 3-(2-pyridyldithio)-propionamide